BrC1=NC=CC(=C1)NC(=O)NC1=C(C=CC(=C1)F)CCO 1-(2-bromopyridin-4-yl)-3-[5-fluoro-2-(2-hydroxyethyl)phenyl]urea